CN(CC(=O)O)C(=O)C=1C(NC=CC1)=S N-methyl-N-[(2-thioxo-1,2-dihydropyridin-3-yl)-carbonyl]glycine